(bromomethyl)cyclopropane-1-carbonitrile BrCC1(CC1)C#N